C1=CC=[NH+]C(=C1)CCl The molecule is a pyridinium ion obtained by protonation of the nitrogen of 2-(chloromethyl)pyridine. It is a conjugate acid of a 2-(chloromethyl)pyridine.